O1C(=CC=C1)C(=O)[N-]N 2-furoylhydrazineId